FC(C1=NC(=NO1)C1=CC=C(C=C1)CNC(CC)=O)(F)F N-({4-[5-(trifluoromethyl)-1,2,4-oxadiazol-3-yl]phenyl}methyl)propanamide